ClC=1C=C2CO[C@]3(O[C@@H]([C@H]([C@@H]([C@H]3O)O)O)C)C2=CC1CC1=CC=C(S1)CC(=O)O 2-(5-(((1S,3'R,4'S,5'S,6'R)-5-chloro-3',4',5'-trihydroxy-6'-methyl-3',4',5',6'-tetrahydro-3H-spiro[isobenzofuran-1,2'-pyran]-6-yl)methyl)thiophene-2-yl)acetic acid